OC=1C=C(C=CC1O)[C@H]1OC=2C(=C(C=C(C2C[C@@H]1O)O)O)[C@@H]1[C@H]([C@H](OC2=CC(=CC(=C12)O)O)C1=CC(=C(C=C1)O)O)O (2R,3S)-2-(3,4-dihydroxyphenyl)-8-[(2R,3R,4R)-2-(3,4-dihydroxyphenyl)-3,5,7-trihydroxy-3,4-dihydro-2H-chromen-4-yl]-3,4-dihydro-2H-chromene-3,5,7-triol